[N+](=O)([O-])C1(NN2C(N=NC(=C2)C2=NN=NN2)=C1[N+](=O)[O-])N 7,8-dinitro-3-(1H-tetrazol-5-yl)pyrazolo[5,1-c][1,2,4]triazin-7-amine